C(#CC1=C(N)C=CC(=C1)Br)C1=C(N)C=CC(=C1)Br 2,2'-(acetylene-1,2-diyl)bis(4-bromoaniline)